C1(CCC1)CN1CCC(CC1)N1CCC(CC1)C=1C=C(C=2N(C1)C=C(N2)C2=CC=C(C=C2)S(=O)(=O)C)C 6-(1'-(cyclobutylmethyl)-[1,4'-bipiperidin]-4-yl)-8-methyl-2-(4-(methylsulfonyl)phenyl)imidazo[1,2-a]pyridine